C12CN(CC(CC1)N2)C=2C1=C(N=C(N2)OCC2(CC2)CN(C)C)CC(OC1)C1=CC(=CC2=CC=CC(=C12)C#C)O 4-(4-(3,8-diazabicyclo[3.2.1]octan-3-yl)-2-((1-((dimethylamino)methyl)cyclopropyl)methoxy)-7,8-dihydro-5H-pyrano[4,3-d]pyrimidin-7-yl)-5-ethynylnaphthalen-2-ol